2-{5-(6-(1,1'-biphenyl-3-yl)dibenzothiophen-4-yl)-1,1'-biphenyl-3-yl}-4,6-diphenyl-1,3,5-triazine C1(=CC(=CC=C1)C1=CC=CC=2C3=C(SC21)C(=CC=C3)C=3C=C(C=C(C3)C3=CC=CC=C3)C3=NC(=NC(=N3)C3=CC=CC=C3)C3=CC=CC=C3)C3=CC=CC=C3